N=1N(N=C2C1C=CC=C2)C2=C(C(=CC(=C2)C(C)(C)CC)C(C)(C)CC)O 2-(2H-benzotriazole-2-yl)-4,6-ditert-amyl-phenol